N-((S)-(4-(tert-butyl)phenyl)((R)-2'-iodo-6,6'-dimethyl-[1,1'-biphenyl]-2-yl)-λ4-sulfaneylidene)cyclohexanecarboxamide C(C)(C)(C)C1=CC=C(C=C1)[S@](=NC(=O)C1CCCCC1)C1=C(C(=CC=C1)C)C1=C(C=CC=C1C)I